ClC1=C(C=CC=C1)S(=O)(=O)NC1(C(=CC=CN1)C=1C=C2C=NC(=NC2=C(C1)CC)NC1CCC(CC1)(C)N(C)C)OC 2-chloro-N-(5-(2-(((1s,4s)-4-(dimethylamino)-4-methylcyclohexyl)amino)-8-ethylquinazolin-6-yl)-6-methoxypyridin-6-yl)benzenesulfonamide